2-(2-methyl-5-nitrophenyl)pyrrolo[2,1-f][1,2,4]triazine-7-carbonitrile CC1=C(C=C(C=C1)[N+](=O)[O-])C1=NN2C(C=N1)=CC=C2C#N